FC1=C(C=CC=C1)N1N=C(C(=CC1=O)C)C(=O)N 1-(2-fluorophenyl)-4-methyl-6-oxo-1,6-dihydropyridazine-3-carboxamide